diethyl-4-styrenephosphonic acid C(C)C(=CC1=CC=C(C=C1)P(O)(=O)O)CC